FC(C1=CC=C(C=C1)NC1=C(C=CC=C1)C1=NN=C(O1)CCO)(F)F 2-(5-(2-((4-(trifluoromethyl)phenyl)amino)phenyl)-1,3,4-oxadiazol-2-yl)ethan-1-ol